4-chloro-2-fluoro-5-(methoxymethoxy)aniline ClC1=CC(=C(N)C=C1OCOC)F